BrCC(CCCC(CC)C)C 1-bromo-2,6-dimethyloctane